F[C@H]1C[C@H](N(C1)C(CN1CCC(CC1)OC1=CC(=NC2=CC=C(C=C12)OC)C(F)(F)F)=O)C#N (2S,4S)-4-fluoro-1-[2-[4-[[6-methoxy-2-(trifluoromethyl)-4-quinolyl]oxy]-1-piperidyl]acetyl]pyrrolidine-2-carbonitrile